(S,E)-2-(2-amino-3-methylbutyl)-6-chloro-4-(1-(isopropoxyimino)ethyl)pyridazin-3(2H)-one hydrogen chloride salt Cl.N[C@H](CN1N=C(C=C(C1=O)/C(/C)=N/OC(C)C)Cl)C(C)C